CC(C)(C)C1=CC2=C(OP(OC3=C2C=C(C=C3C(C)(C)C)C(C)(C)C)OCCN(CCOP3OC2=C(C4=C(O3)C(=CC(=C4)C(C)(C)C)C(C)(C)C)C=C(C=C2C(C)(C)C)C(C)(C)C)CC)C(=C1)C(C)(C)C N,N-bis[2-[[2,4,8,10-tetrakis(1,1-dimethylethyl)dibenzo[d,f][1,3,2]dioxaphosphepin-6-yl]oxy]-ethyl]ethylamine